NC([C@H](C[C@H]1C(NCCC1)=O)NC([C@H](CC(C)(C)C)NC([C@H](C(C)(C)C)NC(OC(C)(C)C)=O)=O)=O)=O tert-butyl ((S)-1-(((S)-1-(((S)-1-amino-1-oxo-3-((S)-2-oxopiperidin-3-yl)propan-2-yl)amino)-4,4-dimethyl-1-oxopentan-2-yl)amino)-3,3-dimethyl-1-oxobutan-2-yl)carbamate